3-(3-chloro-4-fluoro-2-methoxyanilino)-2-{3-[2-(methylamino)ethoxy]pyridin-4-yl}-1,5,6,7-tetrahydro-4H-pyrrolo[3,2-c]pyridin-4-one ClC=1C(=C(NC2=C(NC3=C2C(NCC3)=O)C3=C(C=NC=C3)OCCNC)C=CC1F)OC